1-[9-(4-chlorophenyl)-2-[2-hydroxyethyl(methyl)amino]-8-(4-pyridyl)purin-6-yl]-4-methyl-piperidine-4-carboxamide ClC1=CC=C(C=C1)N1C2=NC(=NC(=C2N=C1C1=CC=NC=C1)N1CCC(CC1)(C(=O)N)C)N(C)CCO